FC(N1N=CC(=C1)C=1C(=CC(=NC1)NC1=NC(=NC=C1)C1=C(C=C(C=C1OC)C(=O)N1CC(CC1)(F)F)F)N1C[C@H](CCC1)O)F (S)-(4-(4-((5-(1-(difluoromethyl)-1H-pyrazol-4-yl)-4-(3-hydroxypiperidin-1-yl)pyridin-2-yl)amino)pyrimidin-2-yl)-3-fluoro-5-methoxyphenyl)(3,3-difluoropyrrolidin-1-yl)methanone